tert-butyl (3R,4S)-4-[[4-(4-carbamoylthiophen-2-yl)-5-(trifluoro-methyl)pyrimidin-2-yl]amino]-3-methylpiperidine-1-carboxylate C(N)(=O)C=1C=C(SC1)C1=NC(=NC=C1C(F)(F)F)N[C@@H]1[C@@H](CN(CC1)C(=O)OC(C)(C)C)C